FC=1C(=CC=C2C(=CC(=NC12)C1=C(C=CC=C1)F)OC)C(=O)C(C#N)C#N 2-(8-fluoro-2-(2-fluorophenyl)-4-methoxyquinoline-7-carbonyl)malononitrile